6-(8-(Tert-butoxycarbonyl)-3,8-diazabicyclo[3.2.1]octan-3-yl)-5-(2-((tert-butoxycarbonyl)amino)ethyl)-2-(2-(1-methyl-1H-imidazol-2-yl)ethoxy)pyrimidine-4-carboxylic acid C(C)(C)(C)OC(=O)N1C2CN(CC1CC2)C2=C(C(=NC(=N2)OCCC=2N(C=CN2)C)C(=O)O)CCNC(=O)OC(C)(C)C